C[C@@H]1NC[C@@H](NC[C@@H](NC[C@@H](NC1)C)C)C (2S,5S,8S,11S)-2,5,8,11-tetramethyl-1,4,7,10-tetraazacyclododecane